succinyl-coenzyme a C(CCC(=O)O)(=O)SCCNC(CCNC([C@@H](C(COP(OP(OC[C@@H]1[C@H]([C@H]([C@@H](O1)N1C=NC=2C(N)=NC=NC12)O)OP(=O)(O)O)(=O)O)(=O)O)(C)C)O)=O)=O